C(C)N1CCN(CC1)CC1=CC=C(C=C1)C1=CC2=C(N=CN=C2N[C@H](C)C2=CC=CC=C2)N1 (R)-6-(4-((4-ethylpiperazin-1-yl)methyl)phenyl)-N-(1-phenylethyl)-7H-pyrrolo[2,3-d]pyrimidin-4-amine